C1=C(C=CC2=CC=CC=C12)NC(C)=O N-(naphthalen-2-yl)acetamide